5-(8-(isobutylamino)imidazo[1,2-b]pyridazin-6-yl)pyrimidine-2,4(1H,3H)-dione C(C(C)C)NC=1C=2N(N=C(C1)C=1C(NC(NC1)=O)=O)C=CN2